C(C)(C)(C)OC(=O)N1CCC2(CC1)C(C1=CC(=CC=C1C2)C#N)=N[S@](=O)C(C)(C)C (S)-1-(((R)-tert-butylsulfinyl)imino)-6-cyano-1,3-dihydrospiro[indene-2,4'-piperidine]-1'-carboxylic acid tert-butyl ester